C1(CCCCC1)NCC=1NC2=CC(=CC=C2C1)CNC(=O)C=1N=C2N(C(C1)=O)C=CC=C2 N-[[2-[(cyclohexyl-amino)methyl]-1H-indol-6-yl]methyl]-4-oxo-pyrido[1,2-a]pyrimidine-2-carboxamide